COC1=C(C(CC(C1(C)C)=O)=O)C 3-methoxy-2,4,4-trimethylcyclohex-2-en-1,5-dione